acetic acid-2-{[2-(benzyloxy) ethyl] oxy}-4-bromophenyl ester C(C1=CC=CC=C1)OCCOC1=C(C=CC(=C1)Br)OC(C)=O